CC=1C=C(C=CC1)CN1C(CCC1=O)CC(=O)NC1=NC=NN1C 2-[1-[(3-methylphenyl)methyl]-5-oxopyrrolidin-2-yl]-N-(1-methyl-1H-1,2,4-triazol-5-yl)acetamid